8-Bromo-1-methyl-1,4-dihydropyrido[3,4-b]pyrazine-2,3-dione BrC1=CN=CC=2NC(C(N(C21)C)=O)=O